tert-butyl 6-[[1-(trifluoromethyl)cyclopropyl]methylcarbamoyl]-2-azaspiro[3.3]heptane-2-carboxylate FC(C1(CC1)CNC(=O)C1CC2(CN(C2)C(=O)OC(C)(C)C)C1)(F)F